CN1C(C(=CC2=C1N=C(N=C2)NC2=CC=C(C=C2)N2CCN(CC2)C)N2CCN(C1=CC=CC=C21)C(C=C)=O)=O 8-methyl-2-[4-(4-methylpiperazin-1-yl)anilino]-6-(4-prop-2-enoyl-2,3-dihydroquinoxalin-1-yl)pyrido[2,3-d]pyrimidin-7-one